7'-[4-[4-(1,1-difluoroethyl)phenyl]-2,6-difluoro-phenyl]-3'-(1-methylpyrazol-3-yl)spiro[cyclopropane-1,5'-imidazo[1,2-a]imidazole]-6'-one FC(C)(F)C1=CC=C(C=C1)C1=CC(=C(C(=C1)F)N1C(C2(N3C1=NC=C3C3=NN(C=C3)C)CC2)=O)F